(E)-6-(6-ethoxypyridin-3-yl)-N'-((3-methoxyfuran-2-yl)methylene)pyrazine-2-carbohydrazide C(C)OC1=CC=C(C=N1)C1=CN=CC(=N1)C(=O)N/N=C/C=1OC=CC1OC